2-(4-chloro-2-methoxyphenylthioamino)acetate ClC1=CC(=C(C=C1)SNCC(=O)[O-])OC